[Ir+3].C1(=CC=CC=C1)C1=NC2=CC=CC=C2C(=C1)C.C1(=CC=CC=C1)C1=NC2=CC=CC=C2C(=C1)C.C1(=CC=CC=C1)C1=NC2=CC=CC=C2C(=C1)C tris[2-phenyl-4-methylquinoline] iridium (III)